F[C@H]1CCOC2=C(S1(=O)=O)C=C(C=C2F)C(=O)O (4R)-4,9-difluoro-5,5-dioxo-3,4-dihydro-2H-1,5λ6-benzoxathiepine-7-carboxylic Acid